ClC=1C=CC(=C(CN(CCNC(OC(C)(C)C)=O)C2=CC=CC=C2)C1)C#N tert-butyl (2-((5-chloro-2-cyanobenzyl)(phenyl)amino)ethyl)carbamate